6'-chloro-17-hydroxy-14-methyl-15-oxo-3',4'-dihydro-2'H-spiro[8,22-dioxa-1,14-diazapentacyclo[16.7.2.17,11.03,6.021,26]octacosa-18,20,26-triene-24,1'-naphthalene]-17-carboxylic acid ClC=1C=C2CCCC3(C2=CC1)COC1=CC=C2C(CC(N(CCC4CCOC(C5CCC5CN(C3)C1=C2)C4)C)=O)(C(=O)O)O